(S)-2-ethyl-6-(6-methoxy-1H-benzo[d]imidazol-2-yl)-7-((1-(oxazol-4-yl)ethyl)amino)-2H-pyrazolo[4,3-b]pyridin-5(4H)-one C(C)N1N=C2C(NC(C(=C2N[C@@H](C)C=2N=COC2)C2=NC3=C(N2)C=C(C=C3)OC)=O)=C1